FC=1C(=NC2=C(C(=CC=C2C1)C(=O)C(C#N)C#N)F)C1=C(C=CC=C1)F 2-(3,8-difluoro-2-(2-fluorophenyl)quinoline-7-carbonyl)malononitrile